ClC=1C=C(OC2C(C(C2(C)C)NC(=O)C=2N=NC(=CC2)N2CCN(CC2)CC=2C=C3CN(C(C3=CC2F)=O)C2C(NC(CC2)=O)=O)(C)C)C=CC1C#N N-((1r,3r)-3-(3-chloro-4-cyanophenoxy)-2,2,4,4-tetramethylcyclobutyl)-6-(4-((2-(2,6-dioxopiperidin-3-yl)-6-fluoro-1-oxoisoindoline-5-yl)methyl)piperazin-1-yl)pyridazine-3-carboxamide